BrC=1C=C(C=C(C1)Br)C1=CC=CC=2N(C3=CC=CC=C3C12)C1=CC=CC=C1 4-(3,5-Dibromophenyl)-9-phenyl-9H-carbazole